OC(CN1CCNCC1)CCO 1-(2',4'-dihydroxybutyl)piperazine